ClC1=C(CNC(C)=O)C=CC(=C1)CN1C(NC2=C1C=CC=C2)=O N-(2-chloro-4-((2-oxo-2,3-dihydro-1H-benzo[d]imidazol-1-yl)methyl)benzyl)acetamide